NC=1N=NC(=C(N1)N)C1=C(C=CC=C1)OC(F)(F)F 3,5-diamino-6-(2-trifluoromethoxyphenyl)-1,2,4-triazine